6-Chloro-4-(1-methyl-4-(4-methyl-4H-1,2,4-triazol-3-yl)-1H-pyrazol-5-yl)-5'-(trifluoromethyl)-[2,3'-bipyridin]-2'(1'H)-one ClC1=CC(=CC(=N1)C=1C(NC=C(C1)C(F)(F)F)=O)C1=C(C=NN1C)C1=NN=CN1C